(1S,3R)-3-(((tert-Butyldimethylsilyl)oxy)methyl)-1-methyl-5-(1-(oxetan-3-yl)-1H-pyrazol-4-yl)-1,2,3,4-tetrahydroisoquinoline [Si](C)(C)(C(C)(C)C)OC[C@@H]1N[C@H](C2=CC=CC(=C2C1)C=1C=NN(C1)C1COC1)C